4-((R)-4-((1R,5S)-3,8-diazabicyclo[3.2.1]oct-3-yl)-6-chloro-8-fluoro-2-((1-(pyrrolidin-1-ylmethyl)cyclopropyl)methoxy)quinazolin-7-yl)-2-aminobenzo[b]selenophene-3-carbonitrile [C@H]12CN(C[C@H](CC1)N2)C2=NC(=NC1=C(C(=C(C=C21)Cl)C2=CC=CC=1[Se]C(=C(C12)C#N)N)F)OCC1(CC1)CN1CCCC1